FC1(CN(C1)C1CCC(CC1)N1C(NC2=C1C=C(C(=C2)C=2C=C(C=1N(C2)N=CN1)OC)C(C)C)=O)F 1-(4-(3,3-difluoroazetidin-1-yl)cyclohexyl)-6-isopropyl-5-(8-methoxy-[1,2,4]triazolo[1,5-a]pyridin-6-yl)-1,3-dihydro-2H-benzo[d]imidazol-2-one